ClC1=C(CNCC2=C(NC(NC2=O)=O)C(=O)O)C=CC=C1Cl 5-((2,3-dichlorobenzylamino)methyl)-2,6-dioxo-1,2,3,6-tetrahydropyrimidine-4-carboxylic acid